BrC1=CC(=NN1C1OCCCC1)C#N 5-bromo-1-(tetrahydro-2H-pyran-2-yl)-1H-pyrazole-3-carbonitrile